(3-(4-chlorophenyl)oxapropan-2-yl)(phenyl)methanone ClC1=CC=C(C=C1)CC(O)C(=O)C1=CC=CC=C1